O[C@@H]1[C@H](O)[C@@H](O)[C@@H](O)[C@H](O1)CO alpha-D-Galactose